C(C)(=O)N1CC2=CC(=CC(=C2C1)C=N[S@@](=O)C(C)(C)C)Cl (S)-N-[(2-Acetyl-6-chloroisoindolin-4-yl)methylene]-2-methylpropane-2-sulfinamide